3-(2-Fluoro-5-((1s,3s)-3-methyl-1-(4-methyl-4H-1,2,4-triazol-3-yl)cyclobutyl)phenyl)-6-((isobutylamino)methyl)-8-(trifluoromethyl)quinazolin-4(3H)-one FC1=C(C=C(C=C1)C1(CC(C1)C)C1=NN=CN1C)N1C=NC2=C(C=C(C=C2C1=O)CNCC(C)C)C(F)(F)F